aminoethyl-glycerol NCCC(O)C(O)CO